F[P-](F)(F)(F)(F)F.CC[NH3+] methylmethanaminium hexafluoro-phosphate